dysprosium eicosenoate C(C=CCCCCCCCCCCCCCCCCC)(=O)[O-].[Dy+3].C(C=CCCCCCCCCCCCCCCCCC)(=O)[O-].C(C=CCCCCCCCCCCCCCCCCC)(=O)[O-]